Cis-2,5-dimethyltetrahydrofuran C[C@@H]1O[C@@H](CC1)C